C(C)(C)[N-]C=CC N-isopropyl-methyl-vinyl-amide